N-(4-cyanophenyl)-4-(5-methyl-2-{[4-(morpholin-4-yl)phenyl]amino}pyrimidin-4-yl)piperazine-1-carboxamide iridium (I) [Ir+].C(#N)C1=CC=C(C=C1)NC(=O)N1CCN(CC1)C1=NC(=NC=C1C)NC1=CC=C(C=C1)N1CCOCC1